ClC=1C=C(C=C(C1)C1=NC=C(C(=N1)N)N)[C@@H]1COCCN1C(C=C)=O (R)-1-(3-(3-chloro-5-(4,5-diaminopyrimidin-2-yl)phenyl)morpholino)prop-2-en-1-one